7-Bromo-2,4-dichloropyrido[4,3-d]pyrimidine BrC1=CC=2N=C(N=C(C2C=N1)Cl)Cl